C(#N)[C@H](CC1=C(C=C(C=C1)C=1C=C2CCN(C(C2=CC1)=O)C)F)NC(OC(C)(C)C)=O tert-butyl (S)-(1-cyano-2-(2-fluoro-4-(2-methyl-1-oxo-1,2,3,4-tetrahydroisoquinolin-6-yl)phenyl)ethyl)carbamate